FC1=C(N=CC2=C1N=C(N=C2C21CNCC(C(C2)O)C1)OCC12CCCN2CCC1)C1=CC=CC2=CC=CC(=C12)F 8-fluoro-7-(8-fluoronaphthalen-1-yl)-2-((hexahydro-1H-pyrrolizin-7a-yl)methoxy)pyrido[4,3-d]pyrimidin-4-yl-3-azabicyclo[3.2.1]octan-6-ol